6-methyl-2,6-diazaspiro[3.5]nonane CN1CC2(CNC2)CCC1